4-((2,4-dichloropyrimidin-5-yl)methyl)piperazin-2-one ClC1=NC=C(C(=N1)Cl)CN1CC(NCC1)=O